FC(C=1C=C(C=C(C1)C(F)(F)F)P([C@H](C)[C-]1C(=CC=C1)C1=C(C=CC=C1)P(C1CCCCC1)C1CCCCC1)C1=CC(=CC(=C1)C(F)(F)F)C(F)(F)F)(F)F.[CH-]1C=CC=C1.[Fe+2] (1S)-1-[(1R)-1-[Bis[3,5-bis(trifluoromethyl)phenyl]phosphino]ethyl]-2-[2-(dicyclohexylphosphino)phenyl]ferrocene